O[C@@H](C(=O)O)C (R)-2-Hydroxypropionic acid